N-(3-chloroalanyl)amidosulfuric acid ClC[C@H](N)C(=O)NS(O)(=O)=O